C(C)OC=C=O ethoxy-2-oxoethylene